N-[(6-Amino-2-pyridyl)sulfonyl]-6-(3-fluoro-4-methoxyphenyl)-2-(2,4,6-trimethylphenoxy)pyridin-3-carboxamid NC1=CC=CC(=N1)S(=O)(=O)NC(=O)C=1C(=NC(=CC1)C1=CC(=C(C=C1)OC)F)OC1=C(C=C(C=C1C)C)C